7-((3aS,7aR)-1-(5-chloropyridin-2-yl)octahydro-5H-pyrrolo[3,2-c]pyridin-5-yl)-2,4-dimethyl-5-oxo-4,5-dihydrothiazolo[5,4-b]pyridine-6-carbonitrile ClC=1C=CC(=NC1)N1CC[C@H]2CN(CC[C@H]21)C=2C1=C(N(C(C2C#N)=O)C)SC(=N1)C